4-((1R,5S)-3,8-diazabicyclo[3.2.1]octan-3-yl)-7-(8-ethylnaphthalen-1-yl)-6,8-difluoro-2-(((2R,7aS)-2-fluorotetrahydro-1H-pyrrolizin-7a(5H)-yl)methoxy)quinazoline [C@H]12CN(C[C@H](CC1)N2)C2=NC(=NC1=C(C(=C(C=C21)F)C2=CC=CC1=CC=CC(=C21)CC)F)OC[C@]21CCCN1C[C@@H](C2)F